1-(2-dimethylamino-2-thiophen-3-yl-ethyl)-3-(R)-1,2,3,4-tetrahydronaphthalen-2-yl-urea CN(C(CNC(=O)NC1CC2=CC=CC=C2CC1)C1=CSC=C1)C